(E)-N-(2-butoxyphenyl)-2-(cyclopropylmethyl)-3-(4-methoxyphenyl)acrylamide C(CCC)OC1=C(C=CC=C1)NC(\C(=C\C1=CC=C(C=C1)OC)\CC1CC1)=O